N-(1-((1S,3S)-3-(difluoromethyl)cyclopentyl)-2-oxo-1,2-dihydropyridin-3-yl)-4-((2-hydroxyethyl)sulfonamido)-2-(6-azaspiro[2.5]octan-6-yl)benzamide FC([C@@H]1C[C@H](CC1)N1C(C(=CC=C1)NC(C1=C(C=C(C=C1)NS(=O)(=O)CCO)N1CCC2(CC2)CC1)=O)=O)F